OC(CN(C(OC(C)(C)C)=O)C)(CN1C(=NC2=C1C(=CC=C2)B2OC(C(O2)(C)C)(C)C)C)C tert-butyl N-[2-hydroxy-2-methyl-3-[2-methyl-7-(4,4,5,5-tetramethyl-1,3,2-dioxaborolan-2-yl)benzimidazol-1-yl]propyl]-N-methyl-carbamate